C(\C=C\C(=O)O)(=O)O.OCC(O)CO glycerine fumarate